N1N=NC(=C1)[13C](=O)N 1H-1,2,3-triazole-4-carboxamide-13C